C(C)(=O)N1CCN(CC1)C(=O)C=1C(=CC(=C(C1)SC1=CN=C(S1)NC(=O)C1=CC=C(C=C1)N1CCN(CC1)CCOCCC(=O)O)C)OC 3-(2-(4-(4-((5-((5-(4-acetylpiperazine-1-carbonyl)-4-methoxy-2-methylphenyl)thio)thiazol-2-yl)carbamoyl)phenyl)piperazin-1-yl)ethoxy)propanoic acid